CC(CNC(OCCC=C(C(=O)[O-])C)=O)(CC(CCNC(OCCC=C(C(=O)[O-])C)=O)C)C 7,7,9-Trimethyl-4,13-dioxo-3,14-dioxa-5,12-diazahexadecane-1,16-diyl-bis(2-methylacrylate)